CN1N=C2C(N(CCC2=C1C1=CC(=C(C(=C1)F)F)F)C(=O)OC(C)(C)C)C tert-butyl 2,7-dimethyl-3-(3,4,5-trifluorophenyl)-5,7-dihydro-4H-pyrazolo[3,4-c]pyridine-6-carboxylate